((2-([1,1'-biphenyl]-3-yl)-2,2-difluoro-1-phenylethoxy)carbonyl)-Z-leucine C1(=CC(=CC=C1)C(C(OC(=O)N[C@@H](CC(C)C)C(=O)O)C1=CC=CC=C1)(F)F)C1=CC=CC=C1